4-((((4R,5S)-7-ethyl-4-(4-fluorophenyl)-6-oxo-1-phenyl-5-(3-(trifluoromethyl)benzamido)-4,5,6,7-tetrahydro-1H-pyrazolo[3,4-b]pyridine-3-yl)methyl)(methyl)amino)but-2-enoate C(C)N1C2=C([C@H]([C@@H](C1=O)NC(C1=CC(=CC=C1)C(F)(F)F)=O)C1=CC=C(C=C1)F)C(=NN2C2=CC=CC=C2)CN(CC=CC(=O)[O-])C